ClC=1C=CC(=C(C1)C(=O)N1N(CCC1)CC1=CC2=C(N=C(S2)C)C=C1)N1N=CC(=N1)C (5-chloro-2-(4-methyl-2H-1,2,3-triazol-2-yl)phenyl)(2-((2-methylbenzo[d]thiazol-6-yl)methyl)pyrazolidin-1-yl)methanone